Bis(tert-butylimino)bis(dimethylamino)tungsten C(C)(C)(C)N=[W](N(C)C)(N(C)C)=NC(C)(C)C